5-(3-Cyanophenyl)-N-(3-((4-methylpiperazin-1-yl)methyl)-1,2,4-thiadiazol-5-yl)-2-(trifluoromethyl)furan-3-carboxamide C(#N)C=1C=C(C=CC1)C1=CC(=C(O1)C(F)(F)F)C(=O)NC1=NC(=NS1)CN1CCN(CC1)C